ClCC(=O)NC=1OC=CN1 2-chloro-N-oxazol-2-yl-acetamide